C(C=C)C=1C=C(C(=CC1)O)O 4-(2-Propenyl)-1,2-benzenediol